CCCCCC=CCCCCC 6-Dodecene